ClC=1C(=C2C(=NC1C)NC(=C2)C(=O)N[C@@H]2CC[Si](CCC2)(C)C)F 5-chloro-N-[(4S)-1,1-dimethylsilepan-4-yl]-4-fluoro-6-methyl-1H-pyrrolo[2,3-b]pyridine-2-carboxamide